ClC1=C(C=CC=C1)C1(C(CCCC1)=O)NC 2-(2-chlorophenyl)-2-(methylamino)-cyclohexanone